ClC1=C(C=CC=2C3=C(NC12)CCN([C@@H]3C)C(=O)C=3NC(=CN3)N(C)C)Cl (R)-(6,7-dichloro-1-methyl-1,3,4,5-tetrahydro-2H-pyrido[4,3-b]indol-2-yl)(5-(dimethylamino)-1H-imidazol-2-yl)methanone